[C@H]12CN(C[C@H](CC1)N2)C2=NC(=NC1=C(C(=C(C=C21)[N+](=O)[O-])C2=CC(=CC1=CC=C(C(=C21)F)F)O)F)OCC2(CC2)CN2CCOCC2 (S)-4-(4-((1r,5S)-3,8-diazabicyclo[3.2.1]oct-3-yl)-8-fluoro-2-((1-(morpholinomethyl)cyclopropyl)methoxy)-6-nitroquinazolin-7-yl)-5,6-difluoronaphthalen-2-ol